trifluoroethane CC(F)(F)F